1-(4-(3,4-dichlorophenyl)-5-(isopropylthio)thiazol-2-yl)-4-(3-fluoro-5-methylphenyl)-3-methyl-1H-pyrazole-5-carboxylic acid ClC=1C=C(C=CC1Cl)C=1N=C(SC1SC(C)C)N1N=C(C(=C1C(=O)O)C1=CC(=CC(=C1)C)F)C